N[C@H]1C\C=C/C([C@@H]2N(C1=O)[C@@H](CC2)C(=O)OC)=C Methyl (3S,6S,10aR,Z)-6-amino-10-methylene-5-oxo-1,2,3,5,6,7,10,10a-octahydropyrrolo[1,2-a]azocine-3-carboxylate